tert-butyl 4-[6-(methylcarbamoyl)imidazo[1,2-a]pyridin-2-yl]-3-oxo-piperazine-1-carboxylate CNC(=O)C=1C=CC=2N(C1)C=C(N2)N2C(CN(CC2)C(=O)OC(C)(C)C)=O